(fluorosulfonyl)benzoylacetate copper(II) [Cu+2].FS(=O)(=O)C(C(=O)[O-])C(C1=CC=CC=C1)=O.FS(=O)(=O)C(C(=O)[O-])C(C1=CC=CC=C1)=O